NC1=NC=NN2C1=CC=C2[C@H]2[C@@H]([C@@H]([C@@](O2)(C#N)COP(=O)(OC2=CC=CC=C2)N[C@@H](C(C)C)C(=O)OC2CCCCC2)O)O cyclohexyl ((((2R,3S,4R,5S)-5-(4-aminopyrrolo[2,1-f][1,2,4]triazin-7-yl)-2-cyano-3,4-dihydroxytetrahydrofuran-2-yl)methoxy)(phenoxy)phosphoryl)-L-valinate